4-(5-chlorofuran-2-yl)-1,3-bis(2,4-difluorophenyl)-N-((4,6-dimethylmorpholin-2-yl)methyl)-5-methyl-4,5-dihydro-1H-pyrazole-5-carboxamide ClC1=CC=C(O1)C1C(=NN(C1(C(=O)NCC1CN(CC(O1)C)C)C)C1=C(C=C(C=C1)F)F)C1=C(C=C(C=C1)F)F